Cyclobutyl-(4-(((2r,3r,4r,5s)-3,4,5-trihydroxy-2-(hydroxymethyl)piperidin-1-yl)methyl)piperidin-1-yl)methanone C1(CCC1)C(=O)N1CCC(CC1)CN1[C@@H]([C@H]([C@@H]([C@H](C1)O)O)O)CO